dibromo[2,6-bis[4-(S)-ethyl-2-oxazolyl]pyridine] cobalt [Co].BrC=1C=C(C(=NC1C=1OC=C(N1)CC)C=1OC=C(N1)CC)Br